4-((tert-butyldiphenylsilyl)oxy)-2,3,6-trimethylbenzoic acid [Si](C1=CC=CC=C1)(C1=CC=CC=C1)(C(C)(C)C)OC1=C(C(=C(C(=O)O)C(=C1)C)C)C